C(N)(OCC1=CC(=NC=C1)OCC(F)(F)F)=O ((2-(2,2,2-trifluoroethoxy) pyridin-4-yl) methyl) carbamate